COC12CC(C1)(C2)C(C)=O 1-(3-methoxy-1-bicyclo[1.1.1]pentanyl)ethanone